C1(=CC=CC=C1)C(C1=C(C=CC=2C3=CC=C(C=C3CC12)C(C)(C)C)C(C)(C)C)(C1C=CC=C1)CCCCCC 1-phenyl-1-hexyl-1-cyclopentadienyl-1-(2,7-di-tert-butylfluorenyl)methane